methyl (1-((2,2-diethoxy ethyl)(2-methylbutyl)amino)-4-methyl-1-oxopentan-2-yl)carbamate C(C)OC(CN(C(C(CC(C)C)NC(OC)=O)=O)CC(CC)C)OCC